C[Si](C#CC=O)(C)C 3-(trimethylsilyl)prop-2-yn-1-one